BrC1=CC=C(C=C1)N1[C@@H](CCC1)C(=O)N1CCOCC1 4-((4-bromophenyl)-L-prolyl)morpholine